methyl (1-(4-(chloromethyl)-2-methoxybenzyl)-7-(((5-methyl-isoxazol-3-yl)methyl)amino)-1H-pyrazolo[4,3-d]pyrimidin-5-yl)carbamate ClCC1=CC(=C(CN2N=CC=3N=C(N=C(C32)NCC3=NOC(=C3)C)NC(OC)=O)C=C1)OC